COC1=C(C=CC=C1OC)C=1C(N(C(C1)=O)CC1CCOCC1)=O 3-(2,3-Dimethoxyphenyl)-1-((tetrahydro-2H-pyran-4-yl)methyl)-1H-pyrrole-2,5-dione